6-chloro-4-(4-hydroxy-4-{[4-(trifluoromethyl)pyridin-2-yl]methyl}piperidin-1-yl)-1-methyl-2-oxo-1,2-dihydro-1,5-naphthyridine-3-carbonitrile ClC=1N=C2C(=C(C(N(C2=CC1)C)=O)C#N)N1CCC(CC1)(CC1=NC=CC(=C1)C(F)(F)F)O